3-(((2R,3R)-8-methoxy-2-(6-methoxypyridin-3-yl)-3-methyl-2,3-dihydrobenzo[b][1,4]dioxin-6-yl)methyl)-3H-imidazo[4,5-b]pyridin-2-d COC1=CC(=CC2=C1O[C@@H]([C@H](O2)C)C=2C=NC(=CC2)OC)CN2C(=NC=1C2=NC=CC1)[2H]